ClC1=C(C(=C(C(=C1Cl)N)C#N)C#N)N 2,3-dichloro-5,6-dicyano-p-phenylenediamine